FC=1C=C(C=CC1F)C=1OC(=C(N1)C(=O)NCCN(C)C)C1=CC=CC=C1 2-(3,4-difluorophenyl)-N-(2-(dimethylamino)ethyl)-5-phenyl-Oxazole-4-carboxamide